[OH-].[OH-].C(CCC[N+]1=CC=CC=2CCCCC12)[N+]1=CC=CC=2CCCCC12 1,1'-(butane-1,4-diyl)bis(5,6,7,8-tetrahydroquinolin-1-ium) dihydroxide